1-butyl-3-Methylimidazolium C(CCC)N1C=[N+](C=C1)C